2'-(2-chloropyridin-4-yl)-5',6'-dihydrospiro[cyclopropane-1,7'-pyrrolo[3,2-c]pyridin] ClC1=NC=CC(=C1)C1=CC2=CNCC3(C2=N1)CC3